ClC1=CC=C(C=C1)N1N=CC=2C1=NC(=NC2NC(=O)C=2SC(=CC2)[N+](=O)[O-])N2CCCCC2 N-(1-(4-chlorophenyl)-6-(piperidin-1-yl)-1H-pyrazolo[3,4-d]pyrimidin-4-yl)-5-nitrothiophene-2-carboxamide